N[C@H](C(=O)NC1=CC=C2C=NN(C2=C1)C=1C=C(C=CC1)C)CCN (S)-2,4-diamino-N-(1-(m-tolyl)-1H-indazol-6-yl)butanamide